C(C1=CC=CC=C1)[C@@H]1[C@H]([C@@H](OC([C@H](COC1=O)NC(=O)C1=NC=CC(=C1OCOC(C(C)C)=O)OC)=O)C)OC(C(C)C)=O (3S,6S,7R,8R)-2-methylpropanoic acid-8-benzyl-3-[({3-[(isobutyryloxy)methoxy]-4-methoxypyridin-2-yl}carbonyl)amino]-6-methyl-4,9-dioxo-1,5-dioxonan-7-yl ester